methyl 3-bromo-1-(2-((tert-butoxycarbonyl) amino) ethyl)-1H-pyrazole-5-carboxylate BrC1=NN(C(=C1)C(=O)OC)CCNC(=O)OC(C)(C)C